N-(6-(1-Aminopropyl)pyrazin-2-yl)cyclopropanesulfonamide NC(CC)C1=CN=CC(=N1)NS(=O)(=O)C1CC1